FC1=CC(=CC2=C1OC1(CC1)CCO2)COC=2C=C1N(C(N2)=O)C[C@H]2N1CCC2 (S)-3-((9-fluoro-3,4-dihydrospiro[benzo[b][1,4]dioxepine-2,1'-cyclopropan]-7-yl)methoxy)-7,8,8a,9-tetrahydropyrrolo[1',2':3,4]imidazo[1,2-c]pyrimidin-1(6H)-one